N-(aminoethyl)-gamma-aminopropyl-methyl-dimethoxysilane NCCNCCC[Si](OC)(OC)C